FC1=CC=C(C(=O)NC=2C=C3C(=CNC3=CC2)C=2CCN(CC2)CCC)C=C1 5-(4-fluorobenzoyl)amino-3-(1-propyl-1,2,3,6-tetrahydropyridin-4-yl)-1H-indole